C1(CC1)C1=CC(=NN1)NC1=CC2=C(C(=NO2)NS(=O)(=O)C2=C(C=C(C=C2OC)C(C)OC)OC)C=C1OC N-{6-[(5-cyclopropyl-1H-pyrazol-3-yl)amino]-5-methoxy-1,2-benzoxazol-3-yl}-2,6-dimethoxy-4-(1-methoxyethyl)benzene-1-sulfonamide